O=C1C2=C(N=C(N1)[C@H]1[C@@H](CC1)N1C(COCC1)=O)N(N=C2C#N)[C@H](C)C=2C=NC(=CC2)C(F)(F)F 4-Oxo-6-((1R,2R)-2-(3-oxomorpholino)cyclobutyl)-1-((R)-1-(6-(trifluoromethyl)pyridin-3-yl)ethyl)-4,5-dihydro-1H-pyrazolo[3,4-d]pyrimidin-3-carbonitril